7-(2-cyclopropyl-benzyl)-5-[1-(2,6-difluoro-phenyl)-piperidin-4-yl]-2-methyl-2,4,5,7-tetrahydro-pyrazolo[3,4-d]pyrimidin-6-one C1(CC1)C1=C(CN2C(N(CC=3C2=NN(C3)C)C3CCN(CC3)C3=C(C=CC=C3F)F)=O)C=CC=C1